ClCC(=O)NC1=C(C=CC(=C1)C)[N+](=O)[O-] 2-chloro-N-(5-methyl-2-nitrophenyl)acetamide